2,5-bis[(morpholin-4-yl)methyl]benzene-1,4-Diol N1(CCOCC1)CC1=C(C=C(C(=C1)O)CN1CCOCC1)O